(4Z)-10-(1,3-dioxan-2-yl)-4-decenyl acetate C(C)(=O)OCCC\C=C/CCCCCC1OCCCO1